C1(=CC=CC=C1)CCC(=O)C1=CC=C(C=C1)Cl 3-phenyl-1-(4-chlorophenyl)-1-propanone